Cl.FC=1C=CC(=C(C(=O)N(C(C)C)C(C)C)C1)N1C=C(C=2C1=CN=CC2)C(=O)[C@H]2CNCC2 (R)-5-Fluoro-N,N-diisopropyl-2-(3-(pyrrolidine-3-carbonyl)-1H-pyrrolo[2,3-c]pyridin-1-yl)benzamide hydrochloride